ethyl 3-(4-(5-((4-((4-(acetamidomethyl)piperidin-1-yl)methyl)-6-(3,5-dichlorophenyl)pyridin-2-yl)oxy)pyridin-2-yl)piperazin-1-yl)propanoate C(C)(=O)NCC1CCN(CC1)CC1=CC(=NC(=C1)C1=CC(=CC(=C1)Cl)Cl)OC=1C=CC(=NC1)N1CCN(CC1)CCC(=O)OCC